C([C@@H]1[C@H]([C@@H]([C@@H](C(O1)O)O)O)O)O The molecule is d-Mannose in its six-membered ring form. It has a role as a metabolite. It is a D-aldohexose, a D-mannose and a mannopyranose.